COC1=C(C=CC=C1)C=1N=C2N(N=CC=C2C(=O)O)C1 2-(2-methoxyphenyl)imidazo[1,2-b]pyridazine-8-carboxylic acid